lead barium lithium [Li].[Ba].[Pb]